C1(CCC1)C=1N(C(C2=C(NC3=CC=CN=C3C2=O)N1)=O)C1=CC(=CC(=C1)F)F 2-cyclobutyl-3-(3,5-difluorophenyl)pyrimido[4,5-b][1,5]naphthyridine-4,5(3H,10H)-dione